3-((3-(ethoxymethyl)-3-(2-(5-methylthiophen-2-yl)ethyl)pyrrolidin-1-yl)methyl)pyridine C(C)OCC1(CN(CC1)CC=1C=NC=CC1)CCC=1SC(=CC1)C